ClC1=C(C=CC(=C1)F)C1=CC(OC2=CC(=CC=C12)O[C@@H](C(=O)NC1=NC=CC(=C1)C(=O)O)C)=O 2-[[(2R)-2-[4-(2-chloro-4-fluoro-phenyl)-2-oxo-chromen-7-yl]oxypropionyl]amino]pyridine-4-carboxylic acid